[5-(6-pyrrolidin-1-yl-3-azabicyclo[3.1.0]hexane-3-yl)pyrazine-2-carbonyl]oxylithium N1(CCCC1)C1C2CN(CC12)C=1N=CC(=NC1)C(=O)O[Li]